C(C)(=O)OCCC\C=C\CCBr (4E)-7-bromo-4-heptenyl acetate